FC1=C(C=CC(=C1)F)S(=O)(=O)NC=1C=C(C=NC1OC)C=1C=C2C(=CN=CC2=CC1)N1CCNCC1 4-(6-(5-((2,4-difluorophenyl)sulfonamido)-6-methoxypyridin-3-yl)isoquinolin-4-yl)piperazine